FC1=C(/C=C/C=2OC(=C(N2)C(=O)OCC)C)C=CC(=C1)C(F)(F)F (E)-ethyl 2-(2-fluoro-4-(trifluoromethyl)styryl)-5-methyloxazole-4-carboxylate